4-(3-trimethoxysilylpropyl)phthalic anhydride CO[Si](CCCC=1C=C2C(C(=O)OC2=O)=CC1)(OC)OC